C(CCC)[Sn](\C=C\[Sn](CCCC)(CCCC)CCCC)(CCCC)CCCC (E)-1,2-bis(tributylstannyl)ethylene